((R)-1-((R)-3-(1-methyl-1H-pyrazol-3-yl)-2-(pyrazine-2-carboxamido)propanamido)-4-phenylbutyl)boronic acid CN1N=C(C=C1)C[C@H](C(=O)N[C@@H](CCCC1=CC=CC=C1)B(O)O)NC(=O)C1=NC=CN=C1